ClC=1C=C2C(C(=C(OC2=CC1)C(=O)NCC1=CN=NC=C1)C(C1=CC(=C(C=C1)OC)OC)=O)=O 6-Chloro-3-(3,4-dimethoxybenzoyl)-4-oxo-N-(pyridazin-4-ylmethyl)-4H-chromene-2-carboxamide